N12NCCCCC2=CCCC1 diazabicyclo(5.4.0)-7-undecene